C(C)(C)(C)OC(N[C@@H](C(=O)NCCC1=C(NC2=C(C=C(C=C12)F)F)C1=CC=C(C=C1)F)CO)=O.NCCC1=CC=NC=C1 4-(aminoethyl)pyridine tert-butyl-N-[(1R)-2-[2-[5,7-difluoro-2-(4-fluorophenyl)-1H-indol-3-yl]ethylamino]-1-(hydroxymethyl)-2-oxo-ethyl]carbamate